1,4-dimethyl-1H-pyrrole-5-boronic acid pinacol ester CN1C=CC(=C1B1OC(C)(C)C(C)(C)O1)C